ClC1=CC=C(C=C1)C1=NC2=C(N1)C=CC(=C2)C2(NC(=CC(=N2)NCC)C)N 2-(2-(4-chlorophenyl)-1H-benzo[d]imidazol-5-yl)-N4-ethyl-6-methylpyrimidine-2,4-diamine